N-Methyl-4-({2-[(cis)-4-[4-fluoro-2-(trifluoromethyl)-phenyl]cyclohexyl]ethyl}amino)oxan CN(C1CCOCC1)CC[C@@H]1CC[C@@H](CC1)C1=C(C=C(C=C1)F)C(F)(F)F